thiobis(6-t-butyl-o-cresol) S(C1=C(C(=C(C=C1)C(C)(C)C)O)C)C1=C(C(=C(C=C1)C(C)(C)C)O)C